The molecule is a hydroxyarginine in which the hydroxy group is located at position 4. It is a hydroxyarginine, a secondary alcohol, a non-proteinogenic alpha-amino acid and a member of guanidines. C(C(CN=C(N)N)O)C(C(=O)O)N